methyl (1s,4s)-6'-bromo-4-(3-chloro-2-methylanilino)-2'H-spiro[cyclohexane-1,5'-indeno[5,6-d][1,3]dioxole]-4-carboxylate BrC=1C2(C3=CC4=C(OCO4)C=C3C1)CCC(CC2)(C(=O)OC)NC2=C(C(=CC=C2)Cl)C